3-fluoro-4-(4-methylpyridin-3-yl)benzene-1,2-diol FC1=C(C(=CC=C1C=1C=NC=CC1C)O)O